ethyl 5-((4-(4-amino-7-(1-isobutyrylpiperidin-4-yl) pyrrolo[2,1-f][1,2,4]triazin-5-yl) phenyl) carbamoyl)-3-(4-fluorophenyl)-1-methyl-4-oxo-1,4-dihydropyridine-2-carboxylate NC1=NC=NN2C1=C(C=C2C2CCN(CC2)C(C(C)C)=O)C2=CC=C(C=C2)NC(=O)C=2C(C(=C(N(C2)C)C(=O)OCC)C2=CC=C(C=C2)F)=O